10-((2-((4-methyl-5-nitrothiazol-2-yl)carbamoyl)phenyl)amino)-10-oxodecanoic acid CC=1N=C(SC1[N+](=O)[O-])NC(=O)C1=C(C=CC=C1)NC(CCCCCCCCC(=O)O)=O